CC1(CCCCC1)C(=O)OCC1CC2C(C(C1)C)O2 4-epoxy-6-methylcyclohexylmethyl methylcyclohexanecarboxylate